1-(3-methoxybenzyl)-3-(6-methyl-5-(1H-pyrazol-4-yl)pyridin-2-yl)-2-oxo-1,3,8-triazaspiro[4.5]decane-8-carboxylic acid tert-butyl ester C(C)(C)(C)OC(=O)N1CCC2(CN(C(N2CC2=CC(=CC=C2)OC)=O)C2=NC(=C(C=C2)C=2C=NNC2)C)CC1